(1s,4s)-6'-bromo-4-(3-chloroanilino)-2',3'-dihydrospiro[cyclohexane-1,7'-indeno[5,6-b]furan]-4-carboxylic acid BrC1=CC2=CC3=C(OCC3)C=C2C12CCC(CC2)(C(=O)O)NC2=CC(=CC=C2)Cl